C(C)C1=CC=C(C=C1)C=1N=C2N(C=CC=C2)C1CNCC1=CC(=CC=C1)C {[2-(4-ethylphenyl)imidazo[1,2-a]pyridin-3-yl]methyl}-N-(3-methylbenzyl)amine